(S)-4-methoxyphenyl (1-allyl-2-oxocyclohexyl)methylcarbamate C(C=C)[C@]1(C(CCCC1)=O)CNC(OC1=CC=C(C=C1)OC)=O